N[C@H]1CCCC[C@@H]2N(C1=O)[C@@H](CC2)C(=O)N2C1(CC1)C(N(C2=O)C=2C=NC=C(C2)C)=O 4-((3S,6S,10aS)-6-amino-5-oxodecahydropyrrolo[1,2-a]azocine-3-carbonyl)-6-(5-methylpyridin-3-yl)-4,6-diazaspiro[2.4]heptane-5,7-dione